1-vinyl-3-(2-amino-2-oxoethyl)imidazole bis(trifluoromethanesulfonyl)imide salt [N-](S(=O)(=O)C(F)(F)F)S(=O)(=O)C(F)(F)F.C(=C)N1CN(C=C1)CC(=O)N